ClCCC(=O)NC1=C(C=C(C(=C1)NC1=NC=C(C(=N1)C1=CN(C2=NC=CC=C21)C2CC2)C#N)OC)N(C)CCN(C)C 3-chloro-N-(5-((5-cyano-4-(1-cyclopropyl-1H-pyrrolo[2,3-b]pyridin-3-yl)pyrimidin-2-yl)amino)-2-((2-(dimethylamino)ethyl)(methyl)amino)-4-methoxyphenyl)propanamide